tert-butyl 4-(4-hydroxy-2-methyl-phenyl)piperidine-1-carboxylate OC1=CC(=C(C=C1)C1CCN(CC1)C(=O)OC(C)(C)C)C